thiophene-3-carboxamide S1C=C(C=C1)C(=O)N